NC1=CC2=C(N(C(N2C2CC2)=O)C)C=C1 5-amino-3-cyclopropyl-1-methyl-1,3-dihydro-2H-benzo[d]imidazol-2-one